CC=1C=C(C=CC1NC1=CC=NC=C1)NC(C1=CC=C(C(=O)NC2=CC=NC=C2)C=C1)=O N1-(3-methyl-4-(pyridin-4-ylamino)phenyl)-N4-(pyridin-4-yl)terephthalamide